(4-(Ethylsulfonyl)benzyl)-1-(2-(trifluoromethyl)benzyl)indoline-5-carboxamide C(C)S(=O)(=O)C1=CC=C(CC2N(C3=CC=C(C=C3C2)C(=O)N)CC2=C(C=CC=C2)C(F)(F)F)C=C1